4-((E)-3,5-dihydroxystyryl)phenyl octadeca-9,12-dienoate C(CCCCCCCC=CCC=CCCCCC)(=O)OC1=CC=C(C=C1)\C=C\C1=CC(=CC(=C1)O)O